C(#N)C=1C=CC(=C(C1)C1=CC(=NC=C1C(=O)NC=1SC2=C(N1)CN(C2)C(=O)C2CC(C2)C)C)OC 4-(5-cyano-2-methoxyphenyl)-6-methyl-N-(5-(3-methylcyclobutane-1-carbonyl)-5,6-dihydro-4H-pyrrolo[3,4-d]thiazol-2-yl)nicotinamide